N-(3-(2-isopropyl-7-(methylsulfonyl)-2,3-dihydro-[1,4]dioxino[2,3-c]pyridin-5-yl)-1-methyl-1H-pyrrolo[2,3-c]pyridin-5-yl)acetamide C(C)(C)C1OC2=C(C(=NC(=C2)S(=O)(=O)C)C2=CN(C3=CN=C(C=C32)NC(C)=O)C)OC1